(3S)-3-amino-N-benzyl-2-hydroxy-4-[(3S)-2-oxopyrrolidin-3-yl]butanamide hydrochloride Cl.N[C@H](C(C(=O)NCC1=CC=CC=C1)O)C[C@H]1C(NCC1)=O